3,8-dihydroxy-4-methoxyquinoline OC=1C=NC2=C(C=CC=C2C1OC)O